C1(=CC=CC=C1)OC(C)(C)CC(C)(C)C t-octyl phenyl ether